C(C)OC(C\C=C\CC)=O.N1=CC=C(C=C1)CNC(C(C1=C(C=C(C(=C1)C)C)C)NCC=1C=NC=CC1)=O N-(pyridine-4-ylmethyl)-2-[(pyridine-3-ylmethyl)amino]-2-(2,4,5-trimethylphenyl)acetamid (E)-ethyl-2-butenyl-acetate